tert-butyl (tert-butoxycarbonyl)(7-(4-nitrophenyl)hept-6-yn-1-yl)carbamate C(C)(C)(C)OC(=O)N(C(OC(C)(C)C)=O)CCCCCC#CC1=CC=C(C=C1)[N+](=O)[O-]